C(C1=CC=CC=C1)(C1=CC=CC=C1)N1CC2C(C1)CN(C2)CC2=C1CN(C(C1=CC=C2)=O)C2C(NC(CC2)=O)=O 3-(4-((5-benzhydryl-hexahydropyrrolo[3,4-c]pyrrol-2(1H)-yl)methyl)-1-oxoisoindolin-2-yl)piperidine-2,6-dione